2-(4-isopropyl-5-(8-methyl-[1,2,4]triazolo[1,5-a]pyridin-6-yl)-1H-pyrazol-3-yl)-5-(1-(oxetan-3-yl)piperidin-4-yl)thiazole C(C)(C)C=1C(=NNC1C=1C=C(C=2N(C1)N=CN2)C)C=2SC(=CN2)C2CCN(CC2)C2COC2